3'-deoxyadenosine-2'-phosphate P(=O)(O)(O)O[C@H]1[C@@H](O[C@@H](C1)CO)N1C=NC=2C(N)=NC=NC12